ClC=1C=C(C=CC1F)NC(N(C)C(C)C1=CN=C(C2=CC=CC=C12)OC)=O 3-(3-chloro-4-fluorophenyl)-1-(1-(1-methoxyisoquinolin-4-yl)ethyl)-1-methylurea